Dihydrofurancarboxylate O1C(CC=C1)C(=O)[O-]